2-[(3-ethynyl-8-methyl-6-quinolinyl)oxy]-N-propyl-butanamide C(#C)C=1C=NC2=C(C=C(C=C2C1)OC(C(=O)NCCC)CC)C